N-((1R)-2-((3-fluoro-4-(trimethylsilyl)phenyl)amino)-1-(4-(methoxymethyl)phenyl)-2-oxoethyl)tetrahydro-2H-pyran-4-carboxamide FC=1C=C(C=CC1[Si](C)(C)C)NC([C@@H](C1=CC=C(C=C1)COC)NC(=O)C1CCOCC1)=O